methyl 1-((2-(trimethylsilyl)ethoxy)methyl)-1H-pyrazole-3-carboxylate C[Si](CCOCN1N=C(C=C1)C(=O)OC)(C)C